FC1=C(C=C(C=C1)C1=CSC2=C1C(N(C=C2)CC(=O)N2CC(CC2)F)=O)C(F)(F)F 3-(4-fluoro-3-(trifluoromethyl)phenyl)-5-(2-(3-fluoropyrrolidin-1-yl)-2-oxoethyl)thieno[3,2-c]pyridin-4(5H)-one